9,9-Dihexylfluorene C(CCCCC)C1(C2=CC=CC=C2C=2C=CC=CC12)CCCCCC